OC1=C(C=C(C=2C(C3=CC=CC=C3C(C12)=O)=O)O)O 1,2,4-trihydroxy-anthraquinone